3H-1-benzazepine-8-carboxylic acid N1=CCC=CC2=C1C=C(C=C2)C(=O)O